methyl 3-{1-[2-amino-4-(trifluoromethoxy)benzoyl]piperidin-4-yl}-1H-pyrrolo[2,3-b]pyridine-5-carboxylate NC1=C(C(=O)N2CCC(CC2)C2=CNC3=NC=C(C=C32)C(=O)OC)C=CC(=C1)OC(F)(F)F